3-(2-(4-(tert-butyl)phenyl)benzofuran-6-yl)-2-cyanoacrylic acid C(C)(C)(C)C1=CC=C(C=C1)C=1OC2=C(C1)C=CC(=C2)C=C(C(=O)O)C#N